FC=1C(=CC=2C3=C(NC(C2C1)=O)CS(C[C@H]3N(C(=O)C=3C=C1C(=CC=CN1C3)F)C)(=O)=O)F (S)-N-(8,9-difluoro-3,3-dioxido-6-oxo-1,4,5,6-tetrahydro-2H-thiopyrano[3,4-c]isoquinolin-1-yl)-8-fluoro-N-methylindolizine-2-carboxamide